C1=C(C=CC=2CCCCC12)C(\C=C\C)=O (E)-1-(5,6,7,8-tetrahydronaphthalen-2-yl)but-2-en-1-one